N[C@@H](CCONC(=N)N)C(=S)O thiocanavanine